CC=1C=CC=C2C(C(NC12)=O)=O 7-methylisatin